FC=1C=C(C=CC1F)S(=O)(=O)N1CCN(CC1)C 1-((3,4-difluorophenyl)sulfonyl)-4-methylpiperazine